N-(3-chloro-5-(methylsulfonamido)phenyl)-4-(5-cyano-3-((3-(dimethylphosphoryl)-5-fluorobenzyl)oxy)pyridin-2-yl)-5-methylthiophene-2-carboxamide ClC=1C=C(C=C(C1)NS(=O)(=O)C)NC(=O)C=1SC(=C(C1)C1=NC=C(C=C1OCC1=CC(=CC(=C1)F)P(=O)(C)C)C#N)C